(1S,2S,3S,4R,6S)-4-(acetoxymethyl)-6-propoxycyclohexane-1,2,3-Tri-yl triacetate C(C)(=O)O[C@@H]1[C@H]([C@H]([C@H](C[C@@H]1OCCC)COC(C)=O)OC(C)=O)OC(C)=O